ClC1=CC(=C(C=C1)NC(=O)[C@H]1CC12CC2)C(N[C@@H](CCC(C)(F)F)C(C(=O)NC)=O)=O (2S)-N-[4-chloro-2-[[(1S)-4,4-difluoro-1-[2-(methylamino)-2-oxo-acetyl]pentyl]carbamoyl]phenyl]spiro[2.2]pentane-2-carboxamide